NC1=C(SC2=NC(=CC(=C21)C)C)C(=O)NC2CC=1C=C(C(=NC1CC2)N2CC(C(C2)CF)N)F 3-amino-N-{2-[3-amino-4-(fluoromethyl)pyrrolidin-1-yl]-3-fluoro-5,6,7,8-tetrahydroquinolin-6-yl}-4,6-dimethylthieno[2,3-b]pyridine-2-carboxamide